9-Methyl-6-methylidene-3-propylbenzo[c]chromen-1-ol CC1=CC2=C(C(OC=3C=C(C=C(C23)O)CCC)=C)C=C1